5-(2-nitro-4-chlorophenyl)tetrazole [N+](=O)([O-])C1=C(C=CC(=C1)Cl)C1=NN=NN1